C(C)C1=C(C(=O)NC=2C=CC3=C(C(=CO3)C3CCN4CCCC4C3)C2)C=CC=C1 5-(2-ethylbenzoyl)amino-3-(octahydroindolizin-7-yl)-benzofuran